C(C)OC(CC(=O)OCC)=O.C(C)(=O)C1=CC=C(C=C1)C(C)(C1=CC=C(C=C1)C(C)=O)C1=CC=C(C=C1)C(C)=O 1,1,1-tris(4-acetylphenyl)ethane ethyl-3-ethoxy-3-oxopropanoate